NC=1C2=C(N=CN1)N(C=C2C2=CN=C(C=1N2C=CN1)NC(=O)NC1=CC(=C(C=C1)CN1CCN(CC1)C)C(F)(F)F)C1CC1 1-(5-(4-AMINO-7-CYCLOPROPYL-7H-PYRROLO[2,3-D]PYRIMIDIN-5-YL)IMIDAZO[1,2-A]PYRAZIN-8-YL)-3-(4-((4-METHYLPIPERAZIN-1-YL)METHYL)-3-(TRIFLUOROMETHYL)PHENYL)UREA